2-[(2R)-3-(3,4-dihydro-1H-isoquinolin-2-yl)-2-hydroxy-propyl]-6-(3-pyridylmethylamino)-3,4-dihydroisoquinolin-1-one C1N(CCC2=CC=CC=C12)C[C@H](CN1C(C2=CC=C(C=C2CC1)NCC=1C=NC=CC1)=O)O